8-[3-(diethylamino)propionyl-[8-oxo-8-(4-pentylnonoyloxy)octyl]amino]octanoic acid 4-pentylnonyl ester C(CCCC)C(CCCOC(CCCCCCCN(CCCCCCCC(OC(CCC(CCCCC)CCCCC)=O)=O)C(CCN(CC)CC)=O)=O)CCCCC